C(C(O)C)(=O)O.C(C1=CN=CC=C1)(=O)O nicotinic acid (lactate)